O=S1(CCC(CC1)C(C(S(=O)(=O)C1=CC=CC=C1)C1=C(C(=CC=C1)OC)C)CC(=O)O)=O.NCCC1=NN(C=C1)CC1C(CC1)=O ((3-(2-aminoethyl)-1H-pyrazol-1-yl)methyl)cyclobutan-1-one 1-(1,1-dioxidotetrahydro-2H-thiopyran-4-yl)-2-(3-methoxy-2-methylphenyl)-2-(phenylsulfonyl)ethyl-acetate